2-{4-[2-(2-aminopyridin-3-yl)-5-phenylimidazo[4,5-b]pyridin-3-yl]phenyl}-N-[(4-formyl-3-hydroxyphenyl)methyl]acetamide NC1=NC=CC=C1C1=NC=2C(=NC(=CC2)C2=CC=CC=C2)N1C1=CC=C(C=C1)CC(=O)NCC1=CC(=C(C=C1)C=O)O